3-Hydroxy-5-methyl-4-[2-(6-oxo-3,5-dihydro-1H-pyrrolo[3,4-c]pyridin-2-yl)oxazolo[4,5-b]pyridin-5-yl]benzonitrile OC=1C=C(C#N)C=C(C1C1=CC=C2C(=N1)N=C(O2)N2CC1=CNC(C=C1C2)=O)C